Cl.N[C@H](CNC(=O)C=1NC2=CC(=CC=C2C1)C1=CC=C(C=C1)F)CCC(C1CC1)N N-((2S)-2,5-diamino-5-cyclopropylpentyl)-6-(4-fluorophenyl)-1H-indole-2-carboxamide hydrogen chloride salt